COC1=CC=C(C=C1)P(O)(=O)C1=CC=C(C=C1)OC bis(4-methoxyphenyl)phosphinic acid